(R)-4-chloro-N-(8,9-difluoro-6-oxo-1,2,3,4,5,6-hexahydrobenzo[c][1,7]naphthyridin-1-yl)-N-methyl-1H-indole-2-carboxamide ClC1=C2C=C(NC2=CC=C1)C(=O)N(C)[C@@H]1C=2C3=C(C(NC2CNC1)=O)C=C(C(=C3)F)F